ClC1=CC=C(C(=N1)C(=O)NS(=O)(=O)C)N[C@H](C)C=1C=C(C=C2C(N(C(=NC12)N1CCC(CC1)C1=NC=C(C(=N1)C)C)C)=O)C (R)-6-chloro-3-((1-(2-(4-(4,5-dimethylpyrimidin-2-yl)piperidin-1-yl)-3,6-dimethyl-4-oxo-3,4-dihydroquinazolin-8-yl)ethyl)amino)-N-(methylsulfonyl)picolinamide